1-(2-chlorophenyl)-7-(trifluoromethyl)-1,3-dihydropyridino[2,3-d]pyrimidine-2,4-dione ClC1=C(C=CC=C1)N1C(NC(C2=C1N=C(C=C2)C(F)(F)F)=O)=O